C(C)C1=C(C=CC2=C1OC(C=1CN(CCC12)C(=O)OC(C)(C)C)=O)OS(=O)(=O)C(F)(F)F tert-butyl 7-ethyl-5-oxo-8-(((trifluoromethyl)sulfonyl)oxy)-1,5-dihydro-2H-chromeno[3,4-c]pyridine-3(4H)-carboxylate